ClCCCOC1=CC=C(C=C1)C=1N(C=2C=C3C(=CC2C(C1OC)=O)OCCO3)C 7-(4-(3-chloropropyloxy)phenyl)-8-methoxy-6-methyl-2,3-dihydro-[1,4]dioxino[2,3-g]quinolin-9(6H)-one